tert-Butyl [(3S)-1-(5-nitro-2,3-dihydrofuro[2,3-b]pyridin-4-yl)piperidin-3-yl]carbamate [N+](=O)([O-])C=1C(=C2C(=NC1)OCC2)N2C[C@H](CCC2)NC(OC(C)(C)C)=O